ClC=1C(=NC=CC1)C(=O)NCC1CCC1 3-chloro-N-(cyclobutylmethyl)pyridineamide